5-Amino-1-cyclobutyl-3-(4-(2-((3-neopentylisoxazol-5-yl)amino)-2-oxoethyl)phenyl)-1H-pyrazole-4-carboxamide NC1=C(C(=NN1C1CCC1)C1=CC=C(C=C1)CC(=O)NC1=CC(=NO1)CC(C)(C)C)C(=O)N